C1(=CC=CC=C1)C1OC2=CC=CC(=C2CC1)C=1CCN(CC1)C(=O)OC(C)(C)C tert-butyl 4-(2-phenylchroman-5-yl)-3,6-dihydropyridine-1(2H)-carboxylate